C(CCCC)[Si](OC)(OC)OC Amyl-trimethoxysilane